ClC1=NC(=NC(=C1)O[C@@H]1COC[C@H]1F)C(=O)OC |r| rac-methyl 4-chloro-6-(((3R,4R)-4-fluorotetrahydrofuran-3-yl)oxy)pyrimidine-2-carboxylate